COC=1N=CC(=C2C1N(C=C2)COCC[Si](C)(C)C)C(F)(F)F 7-methoxy-4-(trifluoromethyl)-1-{[2-(trimethylsilyl)ethoxy]methyl}-1H-pyrrolo[2,3-c]pyridine